nitrogen helium oxygen (S)-1-((R)-1-(2-((R*)-1-amino-2-((1,1,1-trifluoro-2-methylpropan-2-yl)oxy)ethyl)-1H-benzo[d]imidazol-6-yl)ethyl)-4-(trifluoromethyl)imidazolidin-2-one N[C@@H](COC(C(F)(F)F)(C)C)C1=NC2=C(N1)C=C(C=C2)[C@@H](C)N2C(N[C@@H](C2)C(F)(F)F)=O.[O].[He].[N] |o1:1|